OC(=O)C(F)(F)F.C(C)(C)OCC1(CNC1)N(C)C 3-(isopropoxymethyl)-N,N-dimethylazetidin-3-amine TFA salt